N-[5-[(3,5-difluorophenyl)methyl]-1H-indazol-3-yl]-4-[4-[2-[4-[4-[(2,6-dioxo-3-piperidyl)amino]phenyl]-1-piperidyl]acetyl]piperazin-1-yl]-2-(methylamino)benzamide FC=1C=C(C=C(C1)F)CC=1C=C2C(=NNC2=CC1)NC(C1=C(C=C(C=C1)N1CCN(CC1)C(CN1CCC(CC1)C1=CC=C(C=C1)NC1C(NC(CC1)=O)=O)=O)NC)=O